N-(2-((diethylamino)methyl)phenethyl)-2-((2-ethylbutyl)amino)-3-(1H-indol-3-yl)propanamide C(C)N(CC)CC1=C(CCNC(C(CC2=CNC3=CC=CC=C23)NCC(CC)CC)=O)C=CC=C1